1-(cyclopropylamino)-2-methylpropan-2-ol C1(CC1)NCC(C)(O)C